C(C)(=O)N1C(C(N(CC1)C(=O)[O-])C)C1=CC(=CC(=C1)Cl)Br 4-acetyl-3-(3-bromo-5-chlorophenyl)-2-methylpiperazine-1-carboxylate